(6-methyl-1H-pyrrolo[3,2-c]pyridin-2-yl)methanamine di-trifluoroacetate FC(C(=O)O)(F)F.FC(C(=O)O)(F)F.CC1=CC2=C(C=N1)C=C(N2)CN